(S)-N-(1-cyclohexyl-2-hydroxyethyl)-4-(5-methyl-2-((1-methyl-1H-pyrazol-5-yl)amino)pyrimidin-4-yl)oxazole-2-carboxamide C1(CCCCC1)[C@@H](CO)NC(=O)C=1OC=C(N1)C1=NC(=NC=C1C)NC1=CC=NN1C